bicyclo[1.1.1]pentan-3-amine C12CC(C1)(C2)N